2-cyclopropyl-6-hydroxy-1,2-dihydro-3H-pyrrolo[3,4-c]Pyridin-3-one C1(CC1)N1C(C=2C=NC(=CC2C1)O)=O